Trisaminomethane NC(N)N